N-[4-[3-(2-pyridyl)-1H-pyrrolo[3,2-b]pyridin-2-yl]-2-pyridyl]-2-[1-(2,2,2-trifluoroethyl)pyrazol-3-yl]acetamide N1=C(C=CC=C1)C1=C(NC=2C1=NC=CC2)C2=CC(=NC=C2)NC(CC2=NN(C=C2)CC(F)(F)F)=O